1-hydroxy-3-(2-propyl)propane-1-sulfonic acid sodium salt [Na+].OC(CCC(C)C)S(=O)(=O)[O-]